ClC=1C=C(C=CC1F)N(C(=O)[C@H]1N(C(CC1)=O)C1=NC(=CC(=C1)C(F)(F)F)C)CCCN1CCCC1 (S)-N-(3-chloro-4-fluorophenyl)-1-(6-methyl-4-(trifluoromethyl)pyridin-2-yl)-5-oxo-N-(3-(pyrrolidin-1-yl)propyl)pyrrolidine-2-carboxamide